3-(4-(1-(4-(4-((1R,2S)-6-(Benzyloxy)-2-phenyl-1,2,3,4-tetrahydronaphthalen-1-yl)phenoxy)butyl)piperidin-4-yl)-6-fluoro-1-oxoisoindolin-2-yl)piperidine-2,6-dione C(C1=CC=CC=C1)OC=1C=C2CC[C@@H]([C@@H](C2=CC1)C1=CC=C(OCCCCN2CCC(CC2)C2=C3CN(C(C3=CC(=C2)F)=O)C2C(NC(CC2)=O)=O)C=C1)C1=CC=CC=C1